triisostearic acid titanium [Ti].C(CCCCCCCCCCCCCCC(C)C)(=O)O.C(CCCCCCCCCCCCCCC(C)C)(=O)O.C(CCCCCCCCCCCCCCC(C)C)(=O)O